C(CC)(=O)OC\C=C(\CCC=C(C)C)/C (E)-3,7-Dimethyl-2,6-octadienyl propionate